(S)-6-(1-amino-1,3-dihydrospiro[indene-2,4'-piperidin]-1'-yl)-3-(2-chloro-7,8-dihydroquinolin-5-yl)-1,5-dihydro-4H-pyrazolo[3,4-d]pyrimidin-4-one N[C@@H]1C2=CC=CC=C2CC12CCN(CC2)C=2NC(C1=C(N2)NN=C1C=1C=2C=CC(=NC2CCC1)Cl)=O